tert-butyl N-[2-[2-[2-[2-(2-hydroxyethoxy)ethoxy]ethoxy]ethoxy]ethyl]carbamate OCCOCCOCCOCCOCCNC(OC(C)(C)C)=O